COC=1C=C(C=CC1OC)C=1N=C2N(C[C@H](CC2)C2CCN(CC2)C2CC3CCC(C2)N3CC(C)C)C1 (6R)-2-(3,4-Dimethoxyphenyl)-6-(1-(8-isobutyl-8-azabicyclo[3.2.1]oct-3-yl)piperidin-4-yl)-5,6,7,8-tetrahydroimidazo[1,2-a]pyridine